CC1(OC[C@@H](O1)CN1C[C@H](CCC1)N1N=CC(=C1C)C1=NN2C(C(=CC=C2)O[C@H](C)C2=NC=C(C=C2)F)=C1C#N)C [1-[(3S)-1-[[(4S)-2,2-dimethyl-1,3-dioxolan-4-yl]methyl]-3-piperidyl]-5-methyl-pyrazol-4-yl]-4-[(1R)-1-(5-fluoro-2-pyridyl)ethoxy]pyrazolo[1,5-a]pyridine-3-carbonitrile